2-(3-((2R,6S)-2,6-Dimethylmorpholin-4-carbonyl)-5,6-dihydrocyclopenta[c]pyrazol-1(4H)-yl)-1-(4-(2,3-dimethylphenyl)-4-fluoropiperidin-1-yl)ethanon C[C@@H]1CN(C[C@@H](O1)C)C(=O)C=1C2=C(N(N1)CC(=O)N1CCC(CC1)(F)C1=C(C(=CC=C1)C)C)CCC2